BrCC(CC#N)OC(F)(F)F 4-bromo-3-trifluoromethoxybutyronitrile